N-(2-((3S,5R)-3,5-dimethylpiperazin-1-yl)-5-((6-((R)-3-(3'-fluoro-[1,1'-biphenyl]-3-yl)isoxazolidin-2-yl)pyrimidin-4-yl)amino)-4-methoxyphenyl)acrylamide C[C@H]1CN(C[C@H](N1)C)C1=C(C=C(C(=C1)OC)NC1=NC=NC(=C1)N1OCC[C@@H]1C=1C=C(C=CC1)C1=CC(=CC=C1)F)NC(C=C)=O